C1(=CC(=CC=C1)/C=C/C(=O)N1C(SCC1)=O)C1=CC=CC=C1 (E)-3-(3-([1,1'-biphenyl]-3-yl)acryloyl)thiazolidine-2-one